hydrazine, Monohydrate O.NN